C1(=CC=C(C=C1)C1=CC=C(C2=C1OC1=C2C=CC=C1)C1=CC=CC2=CC=C3C=CC=NC3=C21)C2=CC=CC=C2 10-(4-Biphenyl-4-yldibenzofuran-1-yl)benzo[h]quinoline